BrCC(=O)C1(CC1)C(F)(F)F 2-Bromo-1-[1-(trifluoromethyl)cyclopropyl]ethanone